ClC=1C=C(NC2(CCC3(C(CC4=CC=CC=C34)CCOC3=CC=CC=C3)CC2)C(=O)O)C=CC1 (1r,4r)-4-(3-Chloroanilino)-2'-(2-phenoxyethyl)-2',3'-dihydrospiro[cyclohexane-1,1'-indene]-4-carboxylic acid